(2-methylpropan-1-en-1-yl)magnesium bromide CC(=C[Mg]Br)C